C(C1=CC=CC=C1)OC(=O)NCC(CC(=O)O)C(F)(F)F 3-({[(benzyloxy)carbonyl]amino}methyl)-4,4,4-trifluorobutanoic acid